20-amino-8-fluoro-16-methoxy-6,18-bis(trifluoromethyl)-23-oxa-3,4,21-triazatetracyclo[15.3.1.12,5.17,11]tricosa-1(21),2,4,7(22),8,10,17,19-octaen-6-ol NC1=CC(=C2C(CCCCC3=CC=C(C(C(C4=NN=C(C1=N2)O4)(O)C(F)(F)F)=C3)F)OC)C(F)(F)F